COC=1C=C(C=C(C1)OC)C1=CC(=NN1CC1=NC=CC=C1)COC(C(=O)O)(C)C 2-([5-(3,5-Dimethoxyphenyl)-1-([pyridin-2-yl]methyl)-1H-pyrazol-3-yl]methoxy)-2-methylpropanoic acid